(S,E)-2-(1-(Cyclohexylmethyl)-2-methylpyrrolidin-2-yl)-N-((1,2,3,5,6,7-hexahydro-s-indacen-4-yl)carbamoyl)ethen-1-sulfonamid C1(CCCCC1)CN1[C@](CCC1)(C)/C=C/S(=O)(=O)NC(NC1=C2CCCC2=CC=2CCCC12)=O